C1(CC1)CON=CCC1=C(C(=O)OC)C(=CN=C1)F methyl 3-(2-(cyclopropylmethoxyimino) ethyl)-5-fluoroisonicotinate